C(C)OC(=O)C1=C(N=C(S1)NC1=NC(=CC(=N1)N1CCC(CC1)O)NCC1=CC=C(C=C1)C1=NN=NN1)C 2-[4-(4-hydroxy-piperidin-1-yl)-6-[4-(1H-tetrazol-5-yl)-benzylamino]-pyrimidin-2-ylamino]-4-methyl-thiazole-5-carboxylic acid ethyl ester